BrC1=C2C(C(C=N1)S(=O)(=O)CC1=CC=CC=C1)=NC=C2 4-bromo-7-toluenesulfonyl-7H-pyrrolo[2,3-d]Pyridine